[Br-].BrC=[NH+]C N-(bromomethylene)-N-methyl-ammonium bromide